N'-(allyloxy)-3-bromo-5,6-dimethylpyridazine-4-carboxamidine C(C=C)ON=C(N)C1=C(N=NC(=C1C)C)Br